FLUOROPHOSPHATE SODIUM [Na+].P(=O)([O-])([O-])F.[Na+]